3-(9-((4-(aminomethyl)-2-butoxyphenyl)carbamoyl)-4,5-dihydrobenzo[b]thieno[2,3-d]oxepin-8-yl)-6-(propylcarbamoyl)picolinic acid NCC1=CC(=C(C=C1)NC(=O)C1=CC2=C(OCCC3=C2SC=C3)C=C1C=1C(=NC(=CC1)C(NCCC)=O)C(=O)O)OCCCC